(S)-4-fluoro-methylisochroman-6-carboxylic acid FC1CO[C@H](C2=CC=C(C=C12)C(=O)O)C